selenate magnesium [Mg+2].[Se](=O)(=O)([O-])[O-]